E-Acetat C(C)(=O)[O-]